4-[4-(tert-butoxycarbonyl)piperazin-1-yl]butanoic acid C(C)(C)(C)OC(=O)N1CCN(CC1)CCCC(=O)O